ClCCN1CCC(CC1)C1=NOC2=C1C=CC=C2 3-[1-(2-Chloroethyl)piperidin-4-yl]-1,2-benzoisoxazole